FC=1C(=C(C=CC1N1CCN(CCC1)C)NC1=NC=C(C(=N1)NC=1C=CC=C2CNC(C12)=O)C(F)(F)F)OC 7-((2-((3-fluoro-2-methoxy-4-(4-methyl-1,4-diazepan-1-yl)phenyl)amino)-5-(trifluoromethyl)pyrimidin-4-yl)amino)isoindolin-1-one